C(C)C=1NC(=NN1)C=1C(=C(C(=O)O)C=CC1F)C (5-ethyl-4H-1,2,4-triazol-3-yl)-4-fluoro-2-methylbenzoic acid